9-[1,1'-biphenyl-4-yl]-3-bromo-9H-carbazole C1(=CC=C(C=C1)N1C2=CC=CC=C2C=2C=C(C=CC12)Br)C1=CC=CC=C1